ClC=CBr 1-chloro-2-bromoethylene